C(#N)C=1C(=NN2C1C(NC(=C2)C2=CC1=C(OCCO1)C=C2)=O)C(=O)OCC ethyl 3-cyano-6-(2,3-dihydro-1,4-benzodioxin-6-yl)-4-oxo-4,5-dihydropyrazolo-[1,5-a]pyrazine-2-carboxylate